BrC1=C2C=NNC2=C(C=C1)C(=O)[O-] 4-bromo-1H-indazole-7-carboxylate